chrysenediamine C=1(C(=CC=C2C3=CC=C4C=CC=CC4=C3C=CC12)N)N